CSC1=C(C(=CC(N1C(C(=O)O)=C)=O)CC1=CC=CC2=CC=CC=C12)C1=CC(=CC=C1)C(F)(F)F 2-(6-(methylthio)-4-(naphthalen-1-ylmethyl)-2-oxo-5-(3-(trifluoromethyl)phenyl)pyridin-1(2H)-yl)acrylic acid